6-Chloro-N-ethoxy-4-((2-(methylsulfonamido)phenyl)amino)nicotinamide ClC1=NC=C(C(=O)NOCC)C(=C1)NC1=C(C=CC=C1)NS(=O)(=O)C